8-methyl-2-methylsulfanyl-6-(2-nitrophenoxy)pyrido[2,3-d]pyrimidin-7-one CN1C(C(=CC2=C1N=C(N=C2)SC)OC2=C(C=CC=C2)[N+](=O)[O-])=O